C1(CC1)COC1=C(N=CC=2N1N=C(N2)N[C@@H]2[C@@H](CN(CC2)S(=O)(=O)C)C)C=2C=NNC2 5-(cyclopropylmethoxy)-N-((3R,4S)-3-methyl-1-(methylsulfonyl)piperidin-4-yl)-6-(1H-pyrazol-4-yl)-[1,2,4]triazolo[1,5-a]pyrazin-2-amine